4-[5-(aminomethyl)-4-chloropyridin-2-yl]-3-(2-methyl-5-pyridin-2-ylpyrazol-3-yl)oxybenzonitrile NCC=1C(=CC(=NC1)C1=C(C=C(C#N)C=C1)OC=1N(N=C(C1)C1=NC=CC=C1)C)Cl